ethylenebis(oxyethylene)bis[3-(5-tert-butyl-4-hydroxy-m-tolyl) propionate] C(COCCC(C(=O)[O-])CC=1C=C(C=C(C1O)C(C)(C)C)C)OCCC(C(=O)[O-])CC=1C=C(C=C(C1O)C(C)(C)C)C